N-[(1S)-2-amino-2-oxo-1-[[(3S)-2-oxo-3-piperidyl]methyl]ethyl]-2-(4-chloro-1H-indole-2-carbonyl)-2-azaspiro[4.5]decane-3-carboxamide NC([C@H](C[C@H]1C(NCCC1)=O)NC(=O)C1N(CC2(C1)CCCCC2)C(=O)C=2NC1=CC=CC(=C1C2)Cl)=O